(R)-3-(2-ethoxy-5-methoxy-4-(trifluoromethyl)phenyl)piperidine hydrochloride Cl.C(C)OC1=C(C=C(C(=C1)C(F)(F)F)OC)[C@@H]1CNCCC1